5-bromo-2,4-dimethyl-benzofuran-7-carboxylic acid methyl ester COC(=O)C1=CC(=C(C=2C=C(OC21)C)C)Br